FC1=C(C=CC=C1)C1=C(N=C2C(=NC(N(C2=N1)C=1C(=NC=CC1C)C(C)C)=O)N1[C@H](CN(CC1)C(C=C)=O)C)C 7-(2-fluorophenyl)-6-methyl-1-(4-methyl-2-(2-propanyl)-3-pyridinyl)-4-((2S)-2-methyl-4-(2-propenoyl)-1-piperazinyl)-2(1H)-pteridinone